(9H-fluoren-9-yl)methyl (S)-(1-hydroxy-3-(thiazol-4-yl)propan-2-yl)carbamate OC[C@H](CC=1N=CSC1)NC(OCC1C2=CC=CC=C2C=2C=CC=CC12)=O